[Cu+].C(C)C(C(=O)O)CCCC.C(C)C(C(=O)O)CCCC bis(2-ethylhexanoic acid) copper (I)